1,1-dimethyl-3-(4-chlorophenyl)urea CN(C(=O)NC1=CC=C(C=C1)Cl)C